COC(CC(=C=O)Cl)=O 3-Chloro-3-carbonyl-propionic acid methyl ester